(1R,3S,5R)-2-(2-(3-acetyl-7-methyl-5-(2-methylpyrimidin-5-yl)-1H-indazol-1-yl)acetyl)-N-benzyl-5-methyl-2-azabicyclo[3.1.0]hexane-3-carboxamide C(C)(=O)C1=NN(C2=C(C=C(C=C12)C=1C=NC(=NC1)C)C)CC(=O)N1[C@@H]2C[C@@]2(C[C@H]1C(=O)NCC1=CC=CC=C1)C